5-phenyl-10-(3,5,6-tri(9H-carbazol-9-yl)-4-(dibenzo[b,d]thiophen-2-yl)pyridin-2-yl)-5,10-dihydrophenazine C1(=CC=CC=C1)N1C=2C=CC=CC2N(C2=CC=CC=C12)C1=NC(=C(C(=C1N1C2=CC=CC=C2C=2C=CC=CC12)C1=CC2=C(SC3=C2C=CC=C3)C=C1)N1C3=CC=CC=C3C=3C=CC=CC13)N1C3=CC=CC=C3C=3C=CC=CC13